(2-(3-chloro-4-fluoro-6-(4,7-diazaspiro[2.5]octan-7-yl)pyridin-2-yl)-1,6-naphthyridin-7-yl)methanamine ClC=1C(=NC(=CC1F)N1CCNC2(CC2)C1)C1=NC2=CC(=NC=C2C=C1)CN